6-(4-fluoro-3-isopropyl-5-(4-(1-isopropylpiperidin-4-yl)piperazin-1-yl)-1H-pyrrolo[2,3-c]pyridin-2-yl)-8-methoxy-[1,2,4]triazolo[1,5-a]pyridine FC1=C2C(=CN=C1N1CCN(CC1)C1CCN(CC1)C(C)C)NC(=C2C(C)C)C=2C=C(C=1N(C2)N=CN1)OC